ClC1=CC(=C(N=N1)N[C@H]1CNCCC1)C (R)-6-chloro-4-methyl-N-(piperidin-3-yl)pyridazin-3-amine